(2S,4R)-4-fluoro-N-[(S) or (R)-[6-fluoro-5-(propan-2-yl)pyridin-2-yl]({imidazo[1,5-a]pyridin-7-yl})methyl]-1-[2-(1H-1,2,3-triazol-5-yl)acetyl]pyrrolidine-2-carboxamide F[C@@H]1C[C@H](N(C1)C(CC1=CN=NN1)=O)C(=O)N[C@@H](C1=CC=2N(C=C1)C=NC2)C2=NC(=C(C=C2)C(C)C)F |o1:17|